C(C)(C)(C)OC(=O)N1C(CN(CC1)C=1C2=C(N(C(N1)=O)C=1C(=NC=CC1C)C(C)C)N=C(C(=C2)Cl)Cl)(C)C 4-(6,7-dichloro-1-(2-isopropyl-4-methylpyridin-3-yl)-2-oxo-1,2-dihydropyrido[2,3-d]pyrimidin-4-yl)-dimethylpiperazine-1-carboxylic acid tert-butyl ester